2,9-dimethyl-2,3,6,7-tetrahydrofuro[3,2-g]isoquinolin-8(5H)-one CC1CC=2C=C3CCNC(C3=C(C2O1)C)=O